2-((3'-(cyclopentyloxy)-4'-(3-(4-methoxybenzyl)-7-oxo-6,7-dihydro-3H-[1,2,3]triazolo[4,5-d]pyrimidin-5-yl)-[1,1'-biphenyl]-3-yl)oxy)acetic acid C1(CCCC1)OC=1C=C(C=CC1C=1NC(C2=C(N1)N(N=N2)CC2=CC=C(C=C2)OC)=O)C2=CC(=CC=C2)OCC(=O)O